BrC1=CC=C(C=C1)OCCC(C)(C)C 1-bromo-4-(3,3-dimethylbutoxy)benzene